7-methoxy-4-(pyrimidin-2-ylethynyl)isoquinoline COC1=CC=C2C(=CN=CC2=C1)C#CC1=NC=CC=N1